ClC1=CC=C(C=C1)C=1C=C(C(N(N1)C=1C=NN(C1)C)=O)C(=O)NC1(CCNCC1)CO 6-(4-chlorophenyl)-N-(4-(hydroxymethyl)-piperidin-4-yl)-2-(1-methyl-1H-pyrazol-4-yl)-3-oxo-2,3-dihydropyridazine-4-carboxamide